((2-((allyloxy)carbonyl)benzo[b]thiophen-5-yl)fluoromethyl)phosphonic acid C(C=C)OC(=O)C1=CC2=C(S1)C=CC(=C2)C(F)P(O)(O)=O